CC1(C(CC2=CC=CC=C12)NC=1C=CC(=NC1)[C@@H](C(F)(F)F)N(C(=O)C1CC2(CCN2CCOC)C1)C)C N-((1S)-1-(5-((1,1-dimethyl-2,3-dihydro-1H-inden-2-yl)amino)pyridin-2-yl)-2,2,2-trifluoroethyl)-1-(2-methoxyethyl)-N-methyl-1-azaspiro[3.3]heptane-6-carboxamide